2-(2'-hydroxy-5'-(1'',1'',3'',3''-tetramethylbutyl)phenyl)benzotriazole OC1=C(C=C(C=C1)C(CC(C)(C)C)(C)C)N1N=C2C(=N1)C=CC=C2